5-Fluoro-6-(2-methoxyethoxy)-3-{3-[6-(4-methylpiperazin-1-yl)pyridin-3-yl]-1,2-oxazol-5-yl}-1H-indazole FC=1C=C2C(=NNC2=CC1OCCOC)C1=CC(=NO1)C=1C=NC(=CC1)N1CCN(CC1)C